C(C)N1CCCC2=CC=CC=C12 ethyl-1,2,3,4-tetrahydroquinoline